(S)-N-(7-(3,3-dimethylbut-1-yn-1-yl)-5-methyl-4-oxo-2,3,4,5-tetrahydrobenzo[b][1,4]oxazepin-3-yl)-4-(3-fluorophenoxy)picolinamide CC(C#CC1=CC2=C(OC[C@@H](C(N2C)=O)NC(C2=NC=CC(=C2)OC2=CC(=CC=C2)F)=O)C=C1)(C)C